1,1-divinyl-1-silacyclohexane C(=C)[Si]1(CCCCC1)C=C